BrC1=C(N=C2N1C=C(C=C2)Br)C2=CC=C(C=C2)Cl 3,6-dibromo-2-(4-chlorophenyl)imidazo[1,2-a]pyridine